CN1C(C2(CCN(CC2)CCC#N)C2=C3C(=NC=C21)NC(=C3C3=CC=CC=C3)C3=CC=C(C=C3)CN3CCC(CC3)S(=O)(=O)C)=O 3-(6-methyl-2-(4-((4-(methylsulfonyl)piperidin-1-yl)methyl)phenyl)-7-oxo-1-phenyl-6,7-dihydro-3H-spiro[dipyrrolo[2,3-b:3',2'-d]pyridine-8,4'-piperidin]-1'-yl)propanenitrile